racemic-indane C1CCC2=CC=CC=C12